Cl.C(=CC1=CC=CC=C1)CN(CCC[Si](OC)(OC)OC)CCN 3-(N-styrylmethyl-2-aminoethylamino)propyl-trimethoxysilane hydrochloride